ClC1=NC(=NC(=N1)C1=CC=CC2=C1OC1=C2C=CC=C1)C1=CC2=C(SC3=C2C=CC=C3)C=C1 2-chloro-4-(dibenzo[b,d]furan-4-yl)-6-(dibenzo[b,d]thiophen-2-yl)-1,3,5-triazine